2-(piperazin-1-yl)pyrimidine 2,2,2-trifluoroacetate FC(C(=O)O)(F)F.N1(CCNCC1)C1=NC=CC=N1